FC(OC1=C(C=C(C(=O)NC=2C=NC=C(C2)C(F)(F)F)C=C1)C1CN(CC1)C=1C=NC=NC1)F 4-(difluoromethoxy)-3-(1-(pyrimidin-5-yl)pyrrolidin-3-yl)-N-(5-(trifluoromethyl)pyridin-3-yl)benzamide